tetrasodium pyrenetetrasulfonate C1(=C(C(=C2C(=CC3=CC=CC4=CC=C1C2=C34)S(=O)(=O)[O-])S(=O)(=O)[O-])S(=O)(=O)[O-])S(=O)(=O)[O-].[Na+].[Na+].[Na+].[Na+]